5-(2-fluorophenyl)-N-methyl-1-(3-pyridinesulfonyl)-1H-pyrrole-3-methanamine fumarate C(\C=C\C(=O)O)(=O)O.FC1=C(C=CC=C1)C1=CC(=CN1S(=O)(=O)C=1C=NC=CC1)CNC